FC1=C(C#N)C(=CC=C1)C1=CC=CC2=C1NC(=NS2(=O)=O)NCCF 2-fluoro-6-(3-((2-fluoroethyl)amino)-1,1-dioxido-4H-benzo[e][1,2,4]thiadiazin-5-yl)benzonitrile